6-Quinolinecarbaldehyde N1=CC=CC2=CC(=CC=C12)C=O